7-bromo-2,4-dichloro-8-fluoroquinoline-3-carbonitrile BrC1=CC=C2C(=C(C(=NC2=C1F)Cl)C#N)Cl